beta-anthracenyl-L-alanine C1(=CC=CC2=CC3=CC=CC=C3C=C12)C[C@H](N)C(=O)O